5-(2-fluoro-6-hydroxy-3-(1-(pyridin-3-yl)-1H-pyrazol-4-yl)phenyl)-1,2,5-thiadiazolidin-3-one 1,1-dioxide FC1=C(C(=CC=C1C=1C=NN(C1)C=1C=NC=CC1)O)N1CC(NS1(=O)=O)=O